trihydrofuran O1CCCC1